(difluoromethyl)-7-fluoro-5-(5-((1-(trifluoromethyl)cyclopropyl)ethynyl)-3,4-dihydroquinolin-1(2H)-yl)-[1,2,4]triazolo[4,3-a]quinazoline FC(F)C1=NN=C2N1C1=CC=C(C=C1C(=N2)N2CCCC1=C(C=CC=C21)C#CC2(CC2)C(F)(F)F)F